5-Methoxy-N-{(S)-3-methyl-1-carbonyl-1-{{(S)-1-carbonyl-1-{{(S)-1-carbonyl-3-[(S)-2-carbonylpyrrolidin-3-yl]propan-2-yl}amino}-3-phenylpropan-2-yl}amino}butan-2-yl}indole-2-carboxamide COC=1C=C2C=C(NC2=CC1)C(=O)N[C@H](C(N[C@H](C(N[C@H](C=C=O)C[C@H]1C(NCC1)=C=O)=C=O)CC1=CC=CC=C1)=C=O)C(C)C